BrC1=CC(=C(C=C1)N(C(=O)[C@H]1N(C(OC1)=O)C1=NC(=CC(=C1)C(F)(F)F)C)C)F (S)-N-(4-Bromo-2-fluorophenyl)-N-methyl-3-(6-methyl-4-(trifluoromethyl)pyridin-2-yl)-2-oxooxazolidine-4-carboxamide